Benzyl tert-butyl [(1R,3S,4S)-4-(methoxymethoxy)cyclopentane-1,3-diyl]biscarbamate COCO[C@@H]1[C@H](C[C@H](C1)NC(OCC1=CC=CC=C1)=O)NC(OC(C)(C)C)=O